5-(3,4-difluorophenyl)-N-[4-[(6,7-dimethoxy-1,5-naphthyridin-4-yl)oxy]-3-fluorophenyl]-4-hydroxy-2,6-dimethylpyridine-3-carboxamide FC=1C=C(C=CC1F)C=1C(=C(C(=NC1C)C)C(=O)NC1=CC(=C(C=C1)OC1=CC=NC2=CC(=C(N=C12)OC)OC)F)O